7-(4-(5-bromo-4-(5-(dimethylphosphino)quinoxalin-6-ylamino)pyrimidine-2-ylamino)-2-nitrophenyl)-7-azaspiro[3.5]nonan-2-one BrC=1C(=NC(=NC1)NC1=CC(=C(C=C1)N1CCC2(CC(C2)=O)CC1)[N+](=O)[O-])NC=1C(=C2N=CC=NC2=CC1)P(C)C